N[C@@H](CCCCN)C(=O)O.OC(=O)C(C)C1=CC(C(=O)C2=CC=CC=C2)=CC=C1 Ketoprofen lysine Salt